C(C)OC(=O)C=1C(=NN2C1N=C(C=C2)Cl)Br 2-bromo-5-chloropyrazolo[1,5-a]pyrimidine-3-carboxylic acid ethyl ester